CC1=C(C2=CC=CC=C2C=C1)[Mg]Br 2-methyl-1-naphthalenyl-magnesium bromide